1-benzyl-1-(2-((tert-butoxycarbonyl)(2,6-dimethylphenyl)amino)ethyl)azepan-1-ium chloride salt [Cl-].C(C1=CC=CC=C1)[N+]1(CCCCCC1)CCN(C1=C(C=CC=C1C)C)C(=O)OC(C)(C)C